(S)-homoalaninol N[C@@H](CC)CO